CC1=CC[C@H](CC1)C(=C)CCC=C(C)C (-)-beta-bisabolene